SC=1C=C(OC2CN(C2)C(=O)OC(C)(C)C)C=CC1 Tert-butyl 3-(3-sulfanylphenoxy)azetidine-1-carboxylate